[SH2]1(CCC(CC1)C#N)=O hexahydro-1λ6-thiopyran-4-carbonitrile 1-oxide